7-(4-(Diethylamino)-2-ethoxyphenyl)-7-(1-ethyl-2-methyl-1H-indol-3-yl)furo[3,4-b]pyridin-5(7H)-one C(C)N(C1=CC(=C(C=C1)C1(OC(C=2C1=NC=CC2)=O)C2=C(N(C1=CC=CC=C21)CC)C)OCC)CC